OB1OC2=C(C[C@@H]1NC([C@@H](C1=CC=C(C=C1)P(=O)(O)O)NC(=O)N1N(CCC1)S(=O)(=O)C)=O)C=CC=C2C(=O)O (R)-2-hydroxy-3-((R)-2-(2-(methylsulfonyl)pyrazolidine-1-carboxamido)-2-(4-phosphonophenyl)acetamido)-3,4-dihydro-2H-benzo[e][1,2]oxaborinine-8-carboxylic acid